tert-butyl (5-(4,4-difluoropiperidin-1-yl)imidazo[1,2-c]pyrimidin-7-yl)carbamate FC1(CCN(CC1)C1=NC(=CC=2N1C=CN2)NC(OC(C)(C)C)=O)F